The molecule is a cyclic trinucleotide that consists of two AMP and one GMP units cyclised via 3',5'-linkages, major species at pH 7.3. C1[C@@H]2[C@H]([C@H]([C@@H](O2)N3C=NC4=C3N=C(NC4=O)N)O)OP(=O)(OC[C@@H]5[C@H]([C@H]([C@@H](O5)N6C=NC7=C(N=CN=C76)N)O)OP(=O)(OC[C@@H]8[C@H]([C@H]([C@@H](O8)N9C=NC2=C(N=CN=C29)N)O)OP(=O)(O1)[O-])[O-])[O-]